3-bromo-5-pyrrolidin-1-yl-pyridazine BrC=1N=NC=C(C1)N1CCCC1